2,6-diphenyl-methylenecyclohexanone C1(=CC=CC=C1)C1C(C(CCC1=C)C1=CC=CC=C1)=O